diethyl (difluoro(2-(((3S,6S,9aS)-3-(methyl(phenyl)carbamoyl)-5-oxooctahydro-1H-pyrrolo[1,2-a]azepin-6-yl)carbamoyl)benzo[b]thiophen-5-yl)methyl)phosphonate FC(C1=CC2=C(SC(=C2)C(N[C@H]2CCC[C@@H]3N(C2=O)[C@@H](CC3)C(N(C3=CC=CC=C3)C)=O)=O)C=C1)(F)P(OCC)(OCC)=O